3-bromo-5-chloro-2-[(2R)-2-(methylamino)pent-3-yn-1-yl]-N-(thiophen-2-ylmethyl)furo[3,2-b]pyridin-7-amine BrC1=C(OC=2C1=NC(=CC2NCC=2SC=CC2)Cl)C[C@H](C#CC)NC